1,3-dimethyl-3,4,5,6-tetrahydro-2(1H)-pyrimidinone 4-(((((1R,2S,5R)-2-carbamoyl-7-oxo-1,6-diazabicyclo[3.2.1]octan-6-yl)oxy)sulfonyl)oxy)-2,2,3,3-tetramethylbutyl-2,6-dimethylbenzoate C(N)(=O)[C@H]1N2C(N([C@H](CC1)C2)OS(=O)(=O)OCC(C(COC(C2=C(C=CC=C2C)C)=O)(C)C)(C)C)=O.CN2C(N(CCC2)C)=O